(S,E)-N-(1-cyclobutyl-3-(methylsulfonyl)allyl)-2-(1,1-difluoroethyl)-4-phenoxypyrimidine-5-carboxamide C1(CCC1)[C@@H](\C=C\S(=O)(=O)C)NC(=O)C=1C(=NC(=NC1)C(C)(F)F)OC1=CC=CC=C1